S1C2=C(N=CC1)C=CC=C2 benzo[b][1,4]thiazine